NC=1N=C(SC1C(=O)C1=NC(=NO1)C)N(C1=CC=C(C=C1)F)C(C(=O)N)C (N-[4-Amino-5-(3-methyl-1,2,4-oxadiazol-5-carbonyl)thiazol-2-yl]-4-fluoroanilino)propanamid